(7S,15S)-9-(2,6-difluorophenyl)-4,7,15-trimethyl-13,16-dioxa-18-thia-2,3,5,8-tetrazatetracyclo[8.8.0.02,6.011,17]octadeca-1(10),3,5,8,11(17)-pentaene FC1=C(C(=CC=C1)F)C1=N[C@H](C2=NC(=NN2C=2SC=3O[C@H](COCC3C12)C)C)C